trichlorooctyl-tin ClC(CCCCCCC[Sn])(Cl)Cl